6-Azidohexyl 4-methylbenzenesulfonate CC1=CC=C(C=C1)S(=O)(=O)OCCCCCCN=[N+]=[N-]